FC/C=C/C(=O)O (E)-4-fluoro-but-2-enoic acid